N-(2-aminohexyl)-aminopropyl-trimethoxysilane NC(CNCCC[Si](OC)(OC)OC)CCCC